[Na+].S(=O)(=O)(O)C(C(=O)OCCCCCCCCCCCCCCCCCCCCCC)CC(=O)[O-] behenyl sulfosuccinate sodium salt